5-((5-(2-aminopyridin-3-yl)isoxazol-3-yl)methyl)-N-(2-fluorophenyl)pyridin-2-amine NC1=NC=CC=C1C1=CC(=NO1)CC=1C=CC(=NC1)NC1=C(C=CC=C1)F